tert-butyl N-[2-[2-oxo-3-(3-oxo-4H-pyrido[3,2-b][1,4]thiazin-6-yl)oxazolidin-5-yl]ethyl]carbamate O=C1OC(CN1C=1C=CC=2SCC(NC2N1)=O)CCNC(OC(C)(C)C)=O